5-(5-benzhydryl-octahydropyrrolo[3,4-c]pyrrole-2-carbonyl)-2-(2,6-dioxopiperidin-3-yl)isoindoline-1,3-dione C(C1=CC=CC=C1)(C1=CC=CC=C1)N1CC2C(C1)CN(C2)C(=O)C=2C=C1C(N(C(C1=CC2)=O)C2C(NC(CC2)=O)=O)=O